Racemic-6-(4-Ethyl-3-(hydroxymethyl)-5-oxo-4,5-dihydro-1H-1,2,4-triazol-1-yl)-7-fluoro-2-(o-tolyl)-4-(1,1,1-trifluoropropan-2-yl)phthalazin-1(2H)-one C(C)N1C(=NN(C1=O)C=1C=C2C(=NN(C(C2=CC1F)=O)C1=C(C=CC=C1)C)[C@H](C(F)(F)F)C)CO |r|